5-amino-6-(2-chloro-5-fluorophenyl)-6-hydroxy-7-[(4-methoxyphenyl)methyl]-1,6,7,8-tetrahydropyrrolo[4,3-g]indazol-8-one NC=1C=C2C=NNC2=C2C1C(N(C2=O)CC2=CC=C(C=C2)OC)(O)C2=C(C=CC(=C2)F)Cl